4-[4-fluoro-1-(pyrimidin-5-ylmethyl)benzimidazol-2-yl]-1,2,5-oxadiazol-3-amine FC1=CC=CC=2N(C(=NC21)C=2C(=NON2)N)CC=2C=NC=NC2